tert-butyl 4-{5-[6-chloro-4-(cyclopropylamino)pyridin-3-yl]-1,3,4-thiadiazol-2-yl}piperazine-1-carboxylate ClC1=CC(=C(C=N1)C1=NN=C(S1)N1CCN(CC1)C(=O)OC(C)(C)C)NC1CC1